FC1CCC(CC1)SSCC(F)(F)F (2,2,2-trifluoroethyl) (4-fluorocyclohexyl) disulfide